aza-benzene-2-carboxamide N1=C(C=CC=C1)C(=O)N